tert-Butyl (Z)-5-amino-4-(4-(2-fluoro-3-hydroxyprop-1-en-1-yl)-1-oxoisoindolin-2-yl)-5-oxopentanoate NC(C(CCC(=O)OC(C)(C)C)N1C(C2=CC=CC(=C2C1)\C=C(\CO)/F)=O)=O